2-(1-butyl-2-(naphthalen-2-yl)-1H-indol-3-yl)-N-hydroxy-2-phenyl-acetamide C(CCC)N1C(=C(C2=CC=CC=C12)C(C(=O)NO)C1=CC=CC=C1)C1=CC2=CC=CC=C2C=C1